salicoyl-CoA C(C=1C(O)=CC=CC1)(=O)SCCNC(CCNC([C@@H](C(COP(OP(OC[C@@H]1[C@H]([C@H]([C@@H](O1)N1C=NC=2C(N)=NC=NC12)O)OP(=O)(O)O)(=O)O)(=O)O)(C)C)O)=O)=O